pent-4-yn-1-ylmethylsulfonate C(CCC#C)OS(=O)(=O)C